(4-bromo-7-(4-(1,1-difluoroethyl)phenyl)-2,3-dihydrobenzofuran-5-yl)acetamide BrC1=C(C=C(C2=C1CCO2)C2=CC=C(C=C2)C(C)(F)F)CC(=O)N